[N+](=O)([O-])C1=CC=C(OP(=O)(OC2=CC=CC=C2)N[C@@H](C)C(=O)O[C@@H]2COCC2)C=C1 (S)-Tetrahydrofuran-3-yl ((4-nitrophenoxy)(phenoxy)phosphoryl)-L-alaninate